C(CCCCCCC)OCC#CCO 4-(octyloxy)but-2-yn-1-ol